N[C@H](C(=O)NC1=C(C2=C(S1)CCCCC2)C(C2=C(C=CC=C2F)F)=O)C (2S)-2-amino-N-(3-(2,6-difluorobenzoyl)-5,6,7,8-tetrahydro-4H-cyclohepta[b]thiophen-2-yl)propanamide